2-[2-(4-chloro-phenoxy)-propoxy]-isoindol-1,3-dione ClC1=CC=C(OC(CON2C(C3=CC=CC=C3C2=O)=O)C)C=C1